(1S,3S)-3-[[6-oxo-5-(trifluoromethyl)-1H-pyridazin-3-yl]amino]cyclopentanecarboxylic acid O=C1C(=CC(=NN1)N[C@@H]1C[C@H](CC1)C(=O)O)C(F)(F)F